1-(but-1-en-2-yl)-2-phenylnaphthalene C=C(CC)C1=C(C=CC2=CC=CC=C12)C1=CC=CC=C1